(S)-((tetrahydro-2H-pyran-2-yl)methyl)glycine benzyl ester C(C1=CC=CC=C1)OC(CNC[C@H]1OCCCC1)=O